O=C1C2=C(C=NN1)N(N=C2)CCOCCC(=O)O 3-(2-(4-oxo-4,5-dihydro-1H-pyrazolo[3,4-d]pyridazin-1-yl)ethoxy)propanoic acid